CN(C[C@@H](C)NC(=O)C1=NC=CC2=C(C=3N(C=4C=CC=C(C4C3C=C21)OCCCN2CCN(CC2)C)C)C)C (R)-N-(1-(dimethylamino)propan-2-yl)-5,6-dimethyl-10-(3-(4-methylpiperazin-1-yl)propoxy)-6H-pyrido[4,3-b]carbazole-1-carboxamide